FC1=CC=C(C=C1)[C@@H]1N(CCC2=CC=CC=C12)C(=O)OC12CC(C1)(C2)NC(CCCCl)=O 3-(4-chlorobutanamido)bicyclo[1.1.1]pentan-1-yl (S)-1-(4-fluorophenyl)-3,4-dihydroisoquinoline-2(1H)-carboxylate